3,5-dimethoxy-4-hydroxy-phenylacrylic acid COC=1C=C(C=C(C1O)OC)C(C(=O)O)=C